phenoselenazin-3-one C1=CC(C=C2[Se]C3=CC=CC=C3N=C12)=O